C(#N)CCOC(C(CN)O)(O)P(C(C)C)C(C)C (E)-cyanoethoxydiisopropylphosphino-3-amino-1,2-propanediol